FC1([C@H](C1)N1N=CC(=C1C)NC1=NC2=CC(=C(C=C2C=N1)C)C1CCN(CC1)[C@]1([C@H](COC1)O)C)F (S)-(3R,4R)-4-[4-(2-{[1-(2,2-difluorocyclopropyl)-5-methyl-1H-pyrazol-4-yl]amino}-6-methylquinazolin-7-yl)piperidin-1-yl]-4-methyloxolan-3-ol